N1=NN=CC2=CC=CN=C12 diazanaphthyridine